C(C)(C)N1N=CC(=C1)C1=NC(=NC=C1C)NC1=CC=C(CCC=CNC=O)C=C1 N-(4-((4-(1-isopropyl-1H-pyrazol-4-yl)-5-methylpyrimidin-2-yl)amino)phenethyl)vinylformamide